(1R,2s)-2-(3-{[(3R)-3-hydroxy-2,3-dihydro-1-benzofuran-7-yl]amino}-1H-indazol-6-yl)-5'-methoxyspiro[cyclopropan-1,3'-indol]-2'(1'H)-one O[C@H]1COC2=C1C=CC=C2NC2=NNC1=CC(=CC=C21)[C@@H]2C[C@@]21C(NC2=CC=C(C=C12)OC)=O